(S)-N-(8,9-difluoro-6-oxo-1,2,3,4,5,6-hexahydrobenzo[c][1,7]naphthyridin-1-yl)-4-(difluoromethyl)-N-methyl-1H-indole-2-carboxamide FC=1C(=CC2=C(C(NC=3CNC[C@H](C23)N(C(=O)C=2NC3=CC=CC(=C3C2)C(F)F)C)=O)C1)F